ClC1=CC=CC(=N1)C(CNC(=O)C=1N=NN(C1)C1=C(C=C(C=C1)F)F)(C)C=1C=NN(C1)C N-[2-(6-chloro-2-pyridinyl)-2-(1-methylpyrazol-4-yl)propyl]-1-(2,4-difluorophenyl)triazole-4-carboxamide